2-(6-fluoro-9-methyl-9H-carbazol-2-yl)-N-(3-fluorobenzyl)acetamide FC=1C=C2C=3C=CC(=CC3N(C2=CC1)C)CC(=O)NCC1=CC(=CC=C1)F